The molecule is a cadinane sesquiterpenoid that consists of 4-isopropyl-1,6-dimethyl-1,2,3,4,4a,7,8,8a-octahydronaphthalene having a hydroxy substituent at position 1 and (1R,4R,4aS,8aR)-configuration. It is a cadinane sesquiterpenoid and a member of octahydronaphthalenes. It is an enantiomer of a (-)-Tau-muurolol. CC1=C[C@@H]2[C@H](CC[C@@]([C@@H]2CC1)(C)O)C(C)C